C(C1=CC=CC=C1)C=1NC(=NN1)C(=O)NC1C(N(C2=C(OC1)C(=CC=C2)C#N)C)=O 5-benzyl-N-(9-cyano-5-methyl-4-oxo-2,3,4,5-tetrahydrobenzo[b][1,4]oxazepin-3-yl)-4H-1,2,4-triazole-3-carboxamide